FC=1C=C(C2=C(N=C(S2)N(CCC2=CC(=C(C=C2)OC)F)CC2=CC=C(C=C2)C#CC(=O)O)C1)F 3-(4-(((5,7-difluorobenzo[d]thiazol-2-yl)(3-fluoro-4-methoxy-phenethyl)amino)methyl)phenyl)propiolic acid